C[C@]12[C@H]3CC[C@]4([C@H]([C@@H]3CC=C2C[C@H](CC1)O)CC[C@@H]4[C@H](C)CCC4=NC=NS4)C (1R,3aS,3bS,7S,9aR,9bS,11aR)-9a,11a-dimethyl-1-[(2R)-4-(1,2,4-thiadiazol-5-yl)butan-2-yl]-1H,2H,3H,3aH,3bH,4H,6H,7H,8H,9H,9aH,9bH,10H,11H,11aH-cyclopenta[a]phenanthren-7-ol